Butyl-3-methylimidazolium tetrafluoroborate F[B-](F)(F)F.C(CCC)C=1NC=C[N+]1C